(((2R,3S,4R,5R)-5-(4-benzamidopyrrolo[2,1-f][1,2,4]triazin-7-yl)-5-cyano-4-hydroxy-2-(hydroxymethyl)tetrahydrofuran-3-yl)oxy)methyl pivalate C(C(C)(C)C)(=O)OCO[C@@H]1[C@H](O[C@@]([C@@H]1O)(C#N)C1=CC=C2C(=NC=NN21)NC(C2=CC=CC=C2)=O)CO